4-(1-(2-Chloro-4-((ethylamino)methyl)phenyl)-1H-imidazol-4-yl)-N-((3R,4S)-3-methyl-1-(methylsulfonyl)piperidin-4-yl)-5-(trifluoromethyl)pyrimidin-2-amine ClC1=C(C=CC(=C1)CNCC)N1C=NC(=C1)C1=NC(=NC=C1C(F)(F)F)N[C@@H]1[C@@H](CN(CC1)S(=O)(=O)C)C